Nε,Nε-dicarboxymethyl-L-lysine C(=O)(O)CN(CCCC[C@H](N)C(=O)O)CC(=O)O